(R/S)-4-(((R)-1-(3-(1,1-difluoro-2-hydroxy-2-methylpropyl)-2-fluorophenyl)ethyl)amino)-8-fluoro-2,6,8-trimethyl-6,8-dihydro-7H-pyrrolo[2,3-g]quinazolin-7-one FC(C(C)(C)O)(F)C=1C(=C(C=CC1)[C@@H](C)NC1=NC(=NC2=CC3=C(C=C12)N(C([C@]3(C)F)=O)C)C)F |&1:28|